N-(Isoxazol-3-yl)-6-methyl-7,8-dihydro-6H-cyclopenta[e]imidazo[1,2-a]pyridine-4-carboxamide O1N=C(C=C1)NC(=O)C=1C=2N(C3=C(C1)C(CC3)C)C=CN2